Racemic-1-(3-(aminomethyl)phenyl)-N-(5-(3-cyclopropyl-1-hydroxy-1-(pyridin-3-yl)propyl)-2-fluorophenyl)-3-(trifluoromethyl)-1H-pyrazole-5-carboxamide NCC=1C=C(C=CC1)N1N=C(C=C1C(=O)NC1=C(C=CC(=C1)[C@](CCC1CC1)(C=1C=NC=CC1)O)F)C(F)(F)F |r|